6-butyldodecanoate C(CCC)C(CCCCC(=O)[O-])CCCCCC